OCCC1CCN(CC1)C1=NC=CC(=C1)NC1=NC=C2C(=N1)N(N=C2NC=2C(=NC=C(C(=O)OCC)C2)C)C ethyl 5-((6-((2-(4-(2-hydroxyethyl)piperidin-1-yl)pyridin-4-yl)amino)-1-methyl-1H-pyrazolo[3,4-d]pyrimidin-3-yl)amino)-6-methylnicotinate